7-Butoxydodecyl 5-bromopentanoate BrCCCCC(=O)OCCCCCCC(CCCCC)OCCCC